2-((4r,5s)-5-aminoazepan-4-yl)-3-bromo-5-chloro-N-(thiophen-2-ylmethyl)thieno[3,2-b]pyridin-7-amine N[C@@H]1[C@@H](CCNCC1)C1=C(C2=NC(=CC(=C2S1)NCC=1SC=CC1)Cl)Br